C[Si](CCOCN1N=CC(=C1)C(=O)O)(C)C 1-{[2-(trimethylsilyl)ethoxy]methyl}-4-pyrazolecarboxylic acid